FC1(C[C@]2(CC1)C[C@@H](N(CC2)C(=O)OC(C)(C)C)C2=CC=C(C=C2)C(=O)OC)F tert-butyl (5S,7R)-2,2-difluoro-7-(4-(methoxycarbonyl)phenyl)-8-azaspiro[4.5]decane-8-carboxylate